ClC=1C(=NC=CC1)N1N=C(C=C1C(=O)NC1=C(C2=C(N=C(S2)C)C=C1C(=O)N)C)OCC(F)(F)F 6-[[2-(3-chloro-2-pyridyl)-5-(2,2,2-trifluoroethoxy)pyrazole-3-carbonyl]amino]-2,7-dimethyl-1,3-benzothiazole-5-carboxamide